2-(4-((2,6-diazaspiro[3.3]heptan-2-yl)methyl)phenyl)-3-phenyl-5H-imidazo[1,2-c]pyrido[3,4-e][1,3]oxazine C1N(CC12CNC2)CC2=CC=C(C=C2)C=2N=C1N(COC3=C1C=NC=C3)C2C2=CC=CC=C2